CC1(CN(CCO1)C1=CC2=C(C[C@](O2)(C)CO)C=C1NC(=O)C=1C=NN2C1N=CC=C2)C N-[(2R)-6-(2,2-dimethylmorpholin-4-yl)-2-(hydroxymethyl)-2-methyl-3H-benzofuran-5-yl]pyrazolo[1,5-a]pyrimidine-3-carboxamide